CC1(N=C(OC1)C1=C(C=CC=C1)NC(=O)C1=NC(=CC=C1)C)C N-(2-(4,4-dimethyl-4,5-dihydro-oxazol-2-yl)phenyl)-6-methylpyridineamide